(R)-N-[5-[5-(2-amino-3,3,3-trifluoro-2-methyl-propoxy)-2-methyl-4-pyridyl]pyrazolo[1,5-a]pyridin-2-yl]cyclopropanecarboxamide N[C@](COC=1C(=CC(=NC1)C)C1=CC=2N(C=C1)N=C(C2)NC(=O)C2CC2)(C(F)(F)F)C